isopropyl 2-(((6-(5-fluoropyrimidin-2-yl)bicyclo[4.1.0]heptan-3-yl)oxy)methyl)-3-(2,2,2-trifluoroacetamido)piperidine-1-carboxylate FC=1C=NC(=NC1)C12CCC(CC2C1)OCC1N(CCCC1NC(C(F)(F)F)=O)C(=O)OC(C)C